CC=1NC2=CC=CC=C2C1CCNS(=O)(=O)C1=CC=C(C=C1)OCCCN1CCN(CC1)C N-(2-(2-methyl-1H-indol-3-yl)ethyl)-4-(3-(4-methylpiperazin-1-yl)propoxy)benzenesulfonamide